(trifluoromethyl)pyrazolo[1,5-a]pyrimidine FC(F)(F)C1=NN2C(N=CC=C2)=C1